C(#N)C1=C2CCOC(C2=CC=C1)CN(C(OC(C)(C)C)=O)C tert-Butyl ((5-cyanoisochroman-1-yl)methyl)(methyl)carbamate